COC=1C=C2CC(CC2=CC1)C 5-METHOXY-2-METHYL-2,3-DIHYDRO-1H-INDEN